ClC=1C(N(C(=CC1OCC1=NC=C(C=C1F)F)C)C1=CC(=NC=C1C)C1=NNC=C1)=O 3-chloro-4-((3,5-difluoropyridin-2-yl)methoxy)-5',6-dimethyl-2'-(1H-pyrazol-3-yl)-2H-[1,4'-bipyridin]-2-one